OC1(CCN(CC1)C(=O)[C@H]1[C@@H](CN(CC1)C(=O)C1=C(N=C(S1)C=1N(N=CC1)C)C)C1=CC=CC=C1)CN1C=NC2=C(C1=O)C=CS2 3-[[4-hydroxy-1-[(3R,4R)-1-[4-methyl-2-(2-methylpyrazol-3-yl)thiazole-5-carbonyl]-3-phenyl-piperidine-4-carbonyl]-4-piperidinyl]methyl]thieno[2,3-d]pyrimidin-4-one